5-((5-Bromo-4-((4-hydroxy-2-(N-methylmethanesulfonamido)phenyl)amino)pyrimidin-2-yl)amino)-4-methoxy-2-(4-morpholinopiperidin-1-yl)benzoic acid BrC=1C(=NC(=NC1)NC=1C(=CC(=C(C(=O)O)C1)N1CCC(CC1)N1CCOCC1)OC)NC1=C(C=C(C=C1)O)N(S(=O)(=O)C)C